BrC=1C=C(NC(=O)OC(C)(C)C)C=C(C1C(F)(F)F)Cl tert-butyl 3-bromo-5-chloro-4-trifluoromethylanilineformate